C1(NC2=C3C4=C(OCCN13)C=CC=C4N=C2)=O 9,10-dihydro-8-oxa-2,4,10a-Triazanaphtho[2,1,8-cde]azulene-1(2H)-one